4-((1-(3-(pentafluorosulfanyl)phenyl)ethyl)amino)pyrido[4,3-d]pyrimidin-7(6H)-one FS(C=1C=C(C=CC1)C(C)NC=1C=2C(N=CN1)=CC(NC2)=O)(F)(F)(F)F